3,3,5-trimethyl-2,3-dihydro-1H-pyrrolo[3,2-b]pyridin CC1(CNC=2C1=NC(=CC2)C)C